((6-(3,5-bis(trifluoromethyl)phenyl)pyridin-3-yl)thio)acetic acid FC(C=1C=C(C=C(C1)C(F)(F)F)C1=CC=C(C=N1)SCC(=O)O)(F)F